FC1=C(CN2N=C(C=3C2=NC=CC3)C3=NC=C(C(=N3)N)C3=CC=NC=C3)C=CC=C1 2-[1-(2-fluorobenzyl)-1H-pyrazolo[3,4-b]pyridin-3-yl]-5-(4-pyridinyl)-4-pyrimidinamine